1-(5-(4-((4-(4-(2-butyl-1-oxo-1,2-dihydro-2,7-naphthyridin-4-yl)-2-fluorophenoxy)piperidin-1-yl)methyl)piperidine-1-carbonyl)-2-methoxyphenyl)dihydropyrimidine-2,4(1H,3H)-dione C(CCC)N1C(C2=CN=CC=C2C(=C1)C1=CC(=C(OC2CCN(CC2)CC2CCN(CC2)C(=O)C=2C=CC(=C(C2)N2C(NC(CC2)=O)=O)OC)C=C1)F)=O